1-[2-(N,N-diethylamino)ethyl]-4-[(4-bromophenyl)sulfonylmethyl]-1H-1,2,3-triazole C(C)N(CC)CCN1N=NC(=C1)CS(=O)(=O)C1=CC=C(C=C1)Br